C(CCCCCCCCCCC(=O)OC)(=O)OC 1,12-dimethyl dodecanedioate